OCC1=C(C(=CC(=C1)C(C)(C)C)CO)O 2,6-dihydroxymethyl-p-tert-butylphenol